COC1=C(C(=O)NC2=CC=C(C=C2)N2C3=C(NCC=C2)C2=CC=CC=C2C=C3)C(=CC=C1)C(F)(F)F 5-[4-[2-methoxy-6-(trifluoromethyl)benzoylamino]phenyl]-1H-naphtho[1,2-b][1,4]diazepine